1-[5-(2-fluorophenyl)-1-{[3-(3-methoxypropoxy)phenyl]sulfonyl}-1H-pyrrol-3-yl]-N-methylmethanamine FC1=C(C=CC=C1)C1=CC(=CN1S(=O)(=O)C1=CC(=CC=C1)OCCCOC)CNC